C(C)OC(C1=C(C=CC=C1)C(=O)C1=C(C=C(C=C1)C(F)(F)F)ON=C(C)C)OCC (2-Diethoxymethylphenyl){2-[(propan-2-ylideneamino)oxy]-4-(trifluoromethyl)phenyl}methanone